C(C)(=O)[O-].C(CCCCCCCCCCCCCCCCCCC)[N+](C)(C)CCCCCCCCCCCCCCCCCCCC di(eicosyl)dimethyl-ammonium acetate